stigmastan-6-one CC[C@H](CC[C@@H](C)[C@H]1CC[C@H]2[C@@H]3CC(C4CCCC[C@]4(C)[C@H]3CC[C@]12C)=O)C(C)C